C(C)(=O)NC1=NC=C(C(=C1)NC(OC(C)(C)C)=O)O tert-butyl (2-acetamido-5-hydroxypyridin-4-yl)carbamate